Ethyl 2,3,3a,4,5,6-hexahydrobenzo[de]chromene-4-carboxylate O1CCC2C=3C(=CC=CC13)CCC2C(=O)OCC